C[C@@H]1CN(C[C@@H](N1)C)C=1N=NC(=CN1)C1=C(C=C(C=C1)C1=CC=2C(N=C1)=NN(C2)C)O 2-{3-[(3R,5S)-3,5-dimethylpiperazin-1-yl]-1,2,4-triazin-6-yl}-5-(2-methyl-2H-pyrazolo[3,4-b]pyridin-5-yl)phenol